6-(4-cyclopropyl-6-methoxy-2-methylpyrimidin-5-yl)-1-(4-(1-methyl-4-(trifluoromethyl)-1H-imidazol-2-yl)benzyl)-1H-pyrazolo[3,4-d]pyrimidine C1(CC1)C1=NC(=NC(=C1C1=NC=C2C(=N1)N(N=C2)CC2=CC=C(C=C2)C=2N(C=C(N2)C(F)(F)F)C)OC)C